C[C@@H]1N(C[C@H](N(C1)CC1=CC=C(C=C1)OC(F)(F)F)C)C(=O)OC(C)(C)C tert-butyl (2S,5R)-2,5-dimethyl-4-(4-(trifluoromethoxy)benzyl)piperazine-1-carboxylate